FC=1C(=NC=C(C1)F)CNC(=O)C1=CN=C(S1)N1CCC(CC1)N1CC(CCC1)COC N-[(3,5-difluoropyridin-2-yl)methyl]-2-[3-(methoxymethyl)[1,4'-bipiperidine]-1'-yl]-1,3-thiazole-5-carboxamide